FC=1C(=C(C(=CC1)C1=CC(=NC=C1)OC)NC(=O)N=[S@](=O)(N)C=1C=NN2C1OCC(C2)(C)C)C (R)-N'-((3-fluoro-6-(2-methoxypyridin-4-yl)-2-methylphenyl)carbamoyl)-6,6-dimethyl-6,7-dihydro-5H-pyrazolo[5,1-b][1,3]oxazine-3-sulfonimidamide